chromium-manganese-selenium [Se].[Mn].[Cr]